4-chloro-5-fluoro-2-((4-fluoro-2-methylphenyl)amino)-N-(6-methoxy-2-methylpyridin-3-yl)benzamide ClC1=CC(=C(C(=O)NC=2C(=NC(=CC2)OC)C)C=C1F)NC1=C(C=C(C=C1)F)C